2-methoxy-6-(4,4,5,5-tetramethyl-1,3,2-dioxaborolan-2-yl)pyridine-3-carbaldehyde COC1=NC(=CC=C1C=O)B1OC(C(O1)(C)C)(C)C